(2R,5R)-tert-butyl 5-((R)-1-amino-2-ethoxy-2-oxoethyl)-1-methylpyrrolidine-2-carboxylate N[C@@H](C(=O)OCC)[C@H]1CC[C@@H](N1C)C(=O)OC(C)(C)C